(E)-3-Methoxy-4-((3-methyl-4-nitrophenyl)diazenyl)aniline COC=1C=C(N)C=CC1\N=N\C1=CC(=C(C=C1)[N+](=O)[O-])C